7-(5-bromo-3H-imidazo[4,5-b]pyridin-3-yl)-2-(methylsulfonyl)-1,2,3,4-tetrahydroisoquinoline BrC1=CC=C2C(=N1)N(C=N2)C2=CC=C1CCN(CC1=C2)S(=O)(=O)C